FC1=C(N=CC2=C1N=C(N=C2N2C[C@@H](NCC2)CC#N)OC[C@H]2N(CCC2)C)C2=CC=CC1=CC=CC(=C21)C 2-[(2S)-4-[8-fluoro-7-(8-methyl-1-naphthyl)-2-[[(2S)-1-methylpyrrolidin-2-yl]methoxy]pyrido[4,3-d]pyrimidin-4-yl]piperazin-2-yl]acetonitrile